FC(C1(CCC2(OCCO2)CC1)CO)(F)F (8-(trifluoromethyl)-1,4-dioxaspiro[4.5]decan-8-yl)methanol